(S)-2-(3-(2-(4-(4-chlorophenyl)-2,3,9-trimethyl-6H-thieno[3,2-f][1,2,4]triazolo[4,3-a][1,4]diazepin-6-yl)acetamido)propanamido)-N-(4,5-dimethylthiazol-2-yl)benzamide ClC1=CC=C(C=C1)C1=N[C@H](C=2N(C3=C1C(=C(S3)C)C)C(=NN2)C)CC(=O)NCCC(=O)NC2=C(C(=O)NC=3SC(=C(N3)C)C)C=CC=C2